CN(CCCN=CC1=CC=C(C=C1)C=1N=C(C2=C(N1)N(C=C2)C2=CC=CC=C2)C2=CC=C(C=C2)C=NCCCN(C)C)C 2,4-bis{4-[(3-dimethylaminopropyl)iminomethyl]phenyl}-7-phenyl-7H-pyrrolo[2,3-d]pyrimidine